Cl.ClC1=NN2C(N=CC(=C2C(C)C)N)=N1 2-chloro-7-isopropyl-[1,2,4]triazolo[1,5-a]pyrimidin-6-amine hydrochloride